ClC1=CC(=C(C(=C1)C)C1=CC=C2C(=N1)NC(O2)=S)O 5-(4-Chloro-2-hydroxy-6-methyl-phenyl)-3H-oxazolo[4,5-b]pyridine-2-thione